(S,E)-3-(5-(2-(hydroxymethyl)-4-(methoxyimino)pyrrolidine-1-carbonyl)-2,3-dihydro-[1,4]dioxino[2,3-c]pyridin-8-yl)-2-methylbenzonitrile OC[C@H]1N(C/C(/C1)=N/OC)C(=O)C1=NC=C(C2=C1OCCO2)C=2C(=C(C#N)C=CC2)C